C1(=CC=CC=C1)[Si](COCC)(COCC)C1=CC=CC=C1 Diphenylbis(ethoxymethyl)silane